FC1=C(C=C(C=C1C(F)(F)F)B1OC(C(O1)(C)C)(C)C)OCOC 2-(4-Fluoro-3-(methoxymethoxy)-5-(trifluoromethyl)phenyl)-4,4,5,5-tetramethyl-1,3,2-dioxaborolane